ClC1=C(C=CC=C1)C1=C(C(=NC2=CC(=CN=C12)C1=C(N=C(S1)CO)C)N1CC2(CN(C2)C(C=C)=O)CC1)C#N 4-(2-chlorophenyl)-7-(2-(hydroxymethyl)-4-methyl-1,3-thiazol-5-yl)-2-(2-(2-propenoyl)-2,6-diazaspiro[3.4]octan-6-yl)-1,5-naphthyridine-3-carbonitrile